4-[azetidin-2-ylmethyl(methyl)amino]phenol N1C(CC1)CN(C1=CC=C(C=C1)O)C